C1(CC1)C1=C(C(=NO1)C1=C(C=CC=C1Cl)Cl)CO[C@H]1[C@@H]2C(N([C@H](C1)C2)C=2C=CC(=NC2)CCC(=O)O)=O 3-(5-((1S,4R,5R)-5-((5-cyclopropyl-3-(2,6-dichlorophenyl)isoxazol-4-yl)methoxy)-3-oxo-2-azabicyclo[2.2.1]heptan-2-yl)pyridin-2-yl)propanoic acid